FC(C1=CC=C(C=C1)C1=NC(=CC2=CC=CC=C12)N1CC(CC1)C(C(=O)N)=C)(F)F (1-(1-(4-(trifluoromethyl)phenyl)isoquinolin-3-yl)pyrrolidin-3-yl)acrylamide